methyl 4-((2-((tert-butoxycarbonyl)amino)ethyl)amino)-2-methoxy-3-nitrobenzoate C(C)(C)(C)OC(=O)NCCNC1=C(C(=C(C(=O)OC)C=C1)OC)[N+](=O)[O-]